C(\C=C\C1=CC=C(C=C1)O)(=O)NCCC1=CNC2=CC=CC=C12 N-trans-(p-Coumaroyl)-tryptamine